ClC1=CC=C(C(=N1)C=1C=C2C=CC=NC2=CC1)NC(C)C=1C=2C3=C(N(C(C2C=C(C1)C)=O)C)N(N=C3)C3CCN(CC3)S(=O)(=O)C 9-(1-((6-chloro-2-(quinolin-6-yl)pyridin-3-yl)amino)ethyl)-4,7-dimethyl-3-(1-(methylsulfonyl)piperidin-4-yl)-3,4-dihydro-5H-pyrazolo[3,4-c]isoquinolin-5-one